4-amino-7-chloro-2-oxo-1-phenyl-1,2-dihydroquinolin-3-carboxamide NC1=C(C(N(C2=CC(=CC=C12)Cl)C1=CC=CC=C1)=O)C(=O)N